N-(1-(1-methylpiperidin-4-yl)-1H-pyrazol-4-yl)-3-(3-(piperidine-1-carbonyl)pyrazolo[1,5-a]pyridin-5-yl)-1H-pyrrolo[2,3-b]pyridine-5-carboxamide CN1CCC(CC1)N1N=CC(=C1)NC(=O)C=1C=C2C(=NC1)NC=C2C2=CC=1N(C=C2)N=CC1C(=O)N1CCCCC1